6,8-dihydroxy-7-acetyl-9-isobutyl-2,2,4,4-tetramethyl-4,9-dihydro-1H-xanthene-1,3(2H)-dione OC=1C=C2OC=3C(C(C(C(C3C(C2=C(C1C(C)=O)O)CC(C)C)=O)(C)C)=O)(C)C